6-(2-methylpyrazol-3-yl)pyridin-3-amine CN1N=CC=C1C1=CC=C(C=N1)N